ClC1=NC(=NC(=C1)C1=C(C=C(C=C1)F)F)N 4-chloro-6-(2,4-difluorophenyl)pyrimidin-2-amine